Benzyl (R)-2-formylmorpholine-4-carboxylate C(=O)[C@H]1CN(CCO1)C(=O)OCC1=CC=CC=C1